C(C)OC(CCC1=C(C2=C(N(N=N2)C)C=C1)C)=O 3-(1,4-dimethylbenzotriazol-5-yl)propionic acid ethyl ester